C(CC)P1(C=CCC1)=O 1-propyl-1-oxophospholene